(2E,6E)-2,4-diethyloct-2,6-dienal C(C)/C(/C=O)=C\C(C\C=C\C)CC